methyl-trans-4-((4-((tert-butoxycarbonyl)amino)phenethyl)amino)cyclohexane C[C@@H]1CC[C@H](CC1)NCCC1=CC=C(C=C1)NC(=O)OC(C)(C)C